[Cl-].[Mn+2].[Cu+2].[Cl-].[Cl-].[Cl-] copper-manganese chloride